N=1N(N=CC1)C1=CC=C(C=N1)CN1C(C(N(CC1)C12CC(C1)(C2)F)=O)=O 1-((6-(2H-1,2,3-triazol-2-yl)pyridin-3-yl)methyl)-4-(3-fluorobicyclo[1.1.1]pentan-1-yl)piperazine-2,3-dione